[C@H]12C(C(CCC1C2(C)C)C)=O |r| S and R-caranone